(S)-4-(6-(5-((2,6-difluorophenyl)sulfonamido)-6-methoxypyridin-3-yl)pyrido[3,2-d]pyrimidin-4-yl)-3-methylpiperazine-1-carboxylate FC1=C(C(=CC=C1)F)S(=O)(=O)NC=1C=C(C=NC1OC)C=1C=CC=2N=CN=C(C2N1)N1[C@H](CN(CC1)C(=O)[O-])C